C1(CC1)C1=C(C(=C2C(=N1)CCC2)NC(=O)N=S(=O)(N)C2=NN(C(=C2)C(C)(C)O)C2=CC=CC=C2)C N'-((2-cyclopropyl-3-methyl-6,7-dihydro-5H-cyclopenta[b]pyridin-4-yl)carbamoyl)-5-(2-hydroxypropan-2-yl)-1-phenyl-1H-pyrazole-3-sulfonimidamide